2-((1s,4s)-4-((2-((2-(1-(Cyclopropylsulfonyl)-1H-pyrazol-4-yl)pyrimidin-4-yl)amino)-5-(1-methyl-5-(trifluoromethyl)-1H-pyrazol-3-yl)pyridin-4-yl)amino)cyclohexyl)ethan-1-ol C1(CC1)S(=O)(=O)N1N=CC(=C1)C1=NC=CC(=N1)NC1=NC=C(C(=C1)NC1CCC(CC1)CCO)C1=NN(C(=C1)C(F)(F)F)C